7-(2,5-dimethyl-4-(6-(trifluoromethyl)-1,5-naphthyridin-2-yl)phenyl)-1-methyl-6,7-dihydro-1H-pyrazolo[3,4-f][1,4]oxazepin-8(5H)-one CC1=C(C=C(C(=C1)C1=NC2=CC=C(N=C2C=C1)C(F)(F)F)C)N1CCOC2=C(C1=O)N(N=C2)C